NC1=NC=CC(=C1)C1=CNC=2N=CC=C(C21)NCC2=NC(=CC=C2)N2C[C@H](N[C@H](C2)C)C 3-(2-aminopyridin-4-yl)-N-((6-((3R,5S)-3,5-dimethylpiperazin-1-yl)pyridin-2-yl)methyl)-1H-pyrrolo[2,3-b]pyridin-4-amine